4-(3-bromophenyl)-oxan-2-one BrC=1C=C(C=CC1)C1CC(OCC1)=O